C(C)(C)(C)OC(=O)N1CCN(CC1)CCN1C(=C(C2=CC=C(C(=C12)C=1C=NN2C1N=CC=C2)Cl)CCCOC2=CC=CC1=CC(=CC=C21)F)C(=O)OCC Ethyl 1-(2-(4-(tert-butoxycarbonyl)piperazin-1-yl)ethyl)-6-chloro-3-(3-((6-fluoronaphthalen-1-yl)oxy)propyl)-7-(pyrazolo[1,5-a]pyrimidin-3-yl)-1H-indole-2-carboxylate